[4-methyl-1-(6-methylpyridin-3-yl)-1H-1,2,3-triazol-5-yl]methanol CC=1N=NN(C1CO)C=1C=NC(=CC1)C